N[C@H](CC1=C(C=2N=NC=C(C2S1)NCC=1SC=CC1)C)CC1C(C1)(F)F 6-[(2S)-2-amino-3-(2,2-difluorocyclopropyl)propyl]-7-methyl-N-[(thiophen-2-yl)methyl]thieno[3,2-c]pyridazin-4-amine